methyl (S)-4-(5,6-difluoro-4-((R)-1-fluoroethyl)pyridin-3-yl)-2-methyl-5-oxo-1,4,5,7-tetrahydrofuro[3,4-b]pyridine-3-carboxylate FC=1C(=C(C=NC1F)[C@@H]1C2=C(NC(=C1C(=O)OC)C)COC2=O)[C@@H](C)F